2-(4-(2-((4-(Bis(2-hydroxydodecyl)amino)butyl)disulfaneyl)ethyl)piperazin-1-yl)ethyl 5-(bis((9Z,12Z)-2-hydroxyoctadeca-9,12-dien-1-yl)amino)pentanoate OC(CN(CCCCC(=O)OCCN1CCN(CC1)CCSSCCCCN(CC(CCCCCCCCCC)O)CC(CCCCCCCCCC)O)CC(CCCCCC\C=C/C\C=C/CCCCC)O)CCCCCC\C=C/C\C=C/CCCCC